(R)-7-ethyl-1-methyl-1,7,8,10-tetrahydro-9H-[1,4]oxazepino[7,6-g]indazole-9-carboxylic acid tert-butyl ester C(C)(C)(C)OC(=O)N1C[C@H](OC2=CC=C3C=NN(C3=C2C1)C)CC